C(C)(C)(C)OC(N(C)[C@@H]1CN(CC1)C1=NC=C(C(=N1)OCC)C(NC1=CC=2N(C=C1)N=C(C2)C)=O)=O N-[(3S)-1-[4-ethoxy-5-(2-methylpyrazolo[1,5-a]pyridin-5-ylcarbamoyl)-pyrimidin-2-yl]pyrrolidin-3-yl]-N-methylcarbamic acid tert-butyl ester